1-cyclopentyl-3-(7-((1-(pyridin-3-yl)ethyl)amino)quinazolin-2-yl)thiourea C1(CCCC1)NC(=S)NC1=NC2=CC(=CC=C2C=N1)NC(C)C=1C=NC=CC1